(2-(3-cyano-4H-1,2,4-triazol-4-yl)ethyl)(4-((4-(3-((2-((1S)-1-((tetrahydro-2H-pyran-2-yl)oxy)ethyl)-1H-imidazol-1-yl)methyl)isoxazol-5-yl)phenyl)ethynyl)benzyl)carbamate C(#N)C1=NN=CN1CCOC(NCC1=CC=C(C=C1)C#CC1=CC=C(C=C1)C1=CC(=NO1)CN1C(=NC=C1)[C@H](C)OC1OCCCC1)=O